ClC=1C=C(C=CC1)N1CC(C1)CNC(OC(C)(C)C)=O tert-butyl ((1-(3-chlorophenyl)azetidin-3-yl)methyl)carbamate